dipicolinate cobalt sodium [Na+].[Co+2].N1=C(C=CC=C1)C(=O)[O-].N1=C(C=CC=C1)C(=O)[O-]